3-bis(methylsulfonyl)aminomethyl-benzenesulfonamide CS(=O)(=O)N(S(=O)(=O)C)CC=1C=C(C=CC1)S(=O)(=O)N